(R)-1-(3,5-dichloropyridin-2-yl)ethan-1-amine ClC=1C(=NC=C(C1)Cl)[C@@H](C)N